FC1=CC=C(C=C1)NC=1N(N=C2C1C(N(C=1N2CC(N1)(C)C)C)=O)CC1=CC=C(C=C1)C1OCCC1 3-((4-fluorophenyl)amino)-5,7,7-trimethyl-2-(4-(tetrahydrofuran-2-yl)benzyl)-7,8-dihydro-2H-imidazo[1,2-a]pyrazolo[4,3-e]pyrimidin-4(5H)-one